2-Chloro-4-((3S)-8-(4-(4-((4-(3-((2,6-dioxopiperidin-3-yl)amino)phenyl)-piperazin-1-yl)methyl)-piperidine-1-carbonyl)-phenyl)-3-methyl-2,8-diazaspiro[4.5]decan-2-yl)benzonitrile ClC1=C(C#N)C=CC(=C1)N1CC2(C[C@@H]1C)CCN(CC2)C2=CC=C(C=C2)C(=O)N2CCC(CC2)CN2CCN(CC2)C2=CC(=CC=C2)NC2C(NC(CC2)=O)=O